C(C)(C)(C)C1=NSC(=C1)NC(CC1=CC=C(C=C1)N1C=NC2=C1C=CC(=C2)C=2C=NC=NC2)=O N-(3-(tert-Butyl)isothiazol-5-yl)-2-(4-(5-(pyrimidin-5-yl)-1H-benzo[d]imidazol-1-yl)Phenyl)Acetamide